CCCCCCCCCC(CCCCCCCCC)=O 10-Nonadecanone